COCCNC(=O)C1C(N(C(C2=CC=CC=C12)=O)CC1=CC=C(C=C1)Cl)C1=CNC2=CC(=CC=C12)F 2-(4-chloro-benzyl)-3-(6-fluoro-1H-indol-3-yl)-1-oxo-1,2,3,4-tetrahydro-isoquinoline-4-carboxylic acid (2-methoxy-ethyl)-amide